ClNC1=C(C=CC=C1)OCCN1CCCC1 chloro-2-(2-(pyrrolidin-1-yl)ethoxy)aniline